(S)-N-(3-(5-fluoro-2-((2-fluoro-3-(methylsulfonyl)phenyl)amino)pyrimidin-4-yl)-1H-indol-7-yl)-3-methoxy-2-(4-methyl-1,4-diazepan-1-yl)propanamide FC=1C(=NC(=NC1)NC1=C(C(=CC=C1)S(=O)(=O)C)F)C1=CNC2=C(C=CC=C12)NC([C@H](COC)N1CCN(CCC1)C)=O